2-(4-Bromo-2-(methylsulfonyl)phenyl)acetic acid BrC1=CC(=C(C=C1)CC(=O)O)S(=O)(=O)C